2-(Methylthio)thiophene CSC=1SC=CC1